CN1CCC(=C(C1)C)C=1SC2=C(N1)C=C(C=C2)B2OC(C(O2)(C)C)(C)C 2-(1,5-dimethyl-1,2,3,6-tetrahydropyridin-4-yl)-5-(4,4,5,5-tetramethyl-1,3,2-dioxaborolan-2-yl)benzo[d]thiazole